3-((3-Exo)-3-((4-((5-methyl-1H-pyrazol-3-yl)amino)-7-(oxetan-3-yl)quinazolin-2-yl)amino)-9-azabicyclo[3.3.1]nonan-9-yl)propionitrile CC1=CC(=NN1)NC1=NC(=NC2=CC(=CC=C12)C1COC1)NC1CC2CCCC(C1)N2CCC#N